N-[[4-[5-(trifluoromethyl)-1,2,4-oxadiazol-3-yl]phenyl]methyl]urea FC(C1=NC(=NO1)C1=CC=C(C=C1)CNC(=O)N)(F)F